(R or S)-5-(2-(3-(2-(5-fluorothiophen-2-yl)ethyl)-3-(4-methyl-4H-1,2,4-triazol-3-yl)pyrrolidin-1-yl)propan-2-yl)-2-methylpyridine FC1=CC=C(S1)CC[C@@]1(CN(CC1)C(C)(C)C=1C=CC(=NC1)C)C1=NN=CN1C |o1:8|